4'-(2-hydroxy-ethoxy)chalcone OCCOC1=CC=C(C(/C=C/C2=CC=CC=C2)=O)C=C1